3-(1H-Indol-5-yl)-5,6,7,8-tetrahydrobenzo[4,5]thieno[2,3-d]pyrimidine-2,4(1H,3H)-dione N1C=CC2=CC(=CC=C12)N1C(NC2=C(C1=O)C1=C(S2)CCCC1)=O